F[Sb-](F)(F)(F)(F)F.OCCOC1=C(C=CC=C1)[S+](C1=C(C=CC=C1)OCCO)C1=C(C=CC=C1)OCCO tris(beta-hydroxyethoxyphenyl)sulfonium hexafluoroantimonate